[Na+].C(C)S(=O)(=O)[O-].C(CN)N ethylenediamine ethyl-sulfonate sodium salt